4-phenylbutanoyl chloride C1(=CC=CC=C1)CCCC(=O)Cl